(2R)-1-(2,3-difluorobenzyl)-4-((3-fluoro-6-((5-methyl-1H-pyrazol-3-yl)amino)pyridin-2-yl)methyl)-2-methylpiperidine-4-carboxylic acid FC1=C(CN2[C@@H](CC(CC2)(C(=O)O)CC2=NC(=CC=C2F)NC2=NNC(=C2)C)C)C=CC=C1F